1-[3-(4-fluorophenyl)-1,2-oxazolidin-2-yl]-2,2-dimethylpropan-1-one FC1=CC=C(C=C1)C1N(OCC1)C(C(C)(C)C)=O